2-methoxy-2-oxoethyl (CIS)-2-((((CIS)-4-phenylcyclohexyl)oxy)methyl)-3-(1H-pyrazol-3-yl)piperidine-1-carboxylate C1(=CC=CC=C1)[C@H]1CC[C@H](CC1)OC[C@@H]1N(CCC[C@@H]1C1=NNC=C1)C(=O)OCC(=O)OC